BrC1=CC=CC=2N(CCOCC21)C=2C1=C(N=C(N2)Cl)N=C(C=C1)C(F)(F)F 6-bromo-1-(2-chloro-7-(trifluoromethyl)pyrido[2,3-d]pyrimidin-4-yl)-1,2,3,5-tetrahydrobenzo[e][1,4]oxazepine